(S)-2-((tert-butoxycarbonyl)amino)-3-(4-(5-(4'-hydroxy-6-methoxybiphenyl-3-yl)-1,2,4-oxadiazol-3-yl)phenyl)propanoic acid C(C)(C)(C)OC(=O)N[C@H](C(=O)O)CC1=CC=C(C=C1)C1=NOC(=N1)C=1C=C(C(=CC1)OC)C1=CC=C(C=C1)O